COC([C@H](CC1=CC(=C(C(=C1)O)OC)Br)NC(=O)OC(C)(C)C)=O (S)-3-(3-bromo-5-hydroxy-4-methoxyphenyl)-2-((tert-butoxycarbonyl)amino)propionic acid methyl ester